C(C)OC(=O)N1CC2(C1)C[C@H](CC2)OS(=O)(=O)C2=CC=C(C=C2)C (6S)-6-{[(4-methylphenyl)sulfonyl]oxy}-2-azaspiro[3.4]octane-2-carboxylic acid ethyl ester